N'-methoxycarbonyl-urea COC(=O)NC(N)=O